((5-(2-Aminobenzo[d]thiazol-6-yl)pyrimidin-2-yl)methoxy)cyclopentyl acetate C(C)(=O)OC1(CCCC1)OCC1=NC=C(C=N1)C1=CC2=C(N=C(S2)N)C=C1